Propylensulfid C1C(C)S1